O=C1NC2=CC=C(C=C2C(=C1C(\C=C\C=1C=NC=NC1)=O)C1=CC=CC=C1)C#N 2-oxo-4-phenyl-3-[(2E)-3-(pyrimidin-5-yl)prop-2-enoyl]-1,2-dihydroquinoline-6-carbonitrile